C(C)(=O)N1CC(C1)C(=O)N(NCC1=NC=C(C=C1)C(F)(F)F)C 1-acetyl-N-methyl-N'-[[5-(trifluoromethyl)-2-pyridyl]methyl]azetidine-3-carbohydrazide